2-bromo-2-(4-fluorophenyl)acetonitrile BrC(C#N)C1=CC=C(C=C1)F